N-(1-(Benzo[d]thiazol-6-ylmethyl)indolin-6-yl)-3-((4-methylpiperazin-1-yl)methyl)-5-(trifluoromethyl)benzamid S1C=NC2=C1C=C(C=C2)CN2CCC1=CC=C(C=C21)NC(C2=CC(=CC(=C2)C(F)(F)F)CN2CCN(CC2)C)=O